(2-((tert-Butoxycarbonyl)amino)-5-methylthiazol-4-yl)-2-oxoacetic acid C(C)(C)(C)OC(=O)NC=1SC(=C(N1)C(C(=O)O)=O)C